C1(=C(C=C(C=C1)C)C)P(C1=C(C=C(C=C1)C)C)C1=C(C=C(C=C1)C)C tri(2,4-xylyl)phosphine